C(C1=CC=CC=C1)O[C@@H]1[C@H](N(C[C@@H]([C@H]1OCC1=CC=CC=C1)OCC1=CC=CC=C1)C[C@H]1CN(CC1)C1=C(C=CC=C1)C(F)(F)F)C (2R,3R,4R,5S)-3,4,5-tris(benzyloxy)-2-methyl-1-(((S)-1-(2-(trifluoromethyl)phenyl)pyrrolidin-3-yl)methyl)piperidine